dysprosium-aluminum [Al].[Dy]